4,6-dichloro-1-(tetrahydro-2H-pyran-2-yl)-1H-imidazo[4,5-c]pyridine ClC1=NC(=CC2=C1N=CN2C2OCCCC2)Cl